FC=1C=C(C=C(C1F)F)C1=NC(=CC=2CCNCC12)C(=O)O (3,4,5-trifluorophenyl)-5,6,7,8-tetrahydro-2,7-naphthyridine-3-carboxylic acid